2-(4-(3-phenylpropyl)piperazin-1-yl)ethan-1-ol C1(=CC=CC=C1)CCCN1CCN(CC1)CCO